N-[(4-nitrophenyl)methyl]acetamid [N+](=O)([O-])C1=CC=C(C=C1)CNC(C)=O